5-cyclopropyl-3-(3,4-difluoro-2-methoxyphenyl)-4,5-dihydrofuran-2-carboxylic acid ethyl ester C(C)OC(=O)C=1OC(CC1C1=C(C(=C(C=C1)F)F)OC)C1CC1